3-(5-(1-(3-Ethyl-1H-indole-2-carbonyl)piperidin-4-yl)-1-oxoisoindolin-2-yl)piperidine-2,6-dione C(C)C1=C(NC2=CC=CC=C12)C(=O)N1CCC(CC1)C=1C=C2CN(C(C2=CC1)=O)C1C(NC(CC1)=O)=O